N-(5-(benzyloxy)pyridin-2-yl)-2-bromopropanamide C(C1=CC=CC=C1)OC=1C=CC(=NC1)NC(C(C)Br)=O